(R)-1-(3-((3'-(3-((3-hydroxypropyl)amino)propoxy)-2,2'-dimethyl-[1,1'-biphenyl]-3-yl)oxy)propyl)pyrrolidin-3-ol OCCCNCCCOC=1C(=C(C=CC1)C1=C(C(=CC=C1)OCCCN1C[C@@H](CC1)O)C)C